4-(benzylseleno)butanenitrile C(C1=CC=CC=C1)[Se]CCCC#N